[N-](C#N)C#N.C(CCCCC)P(CCCCCCCCCCCCCC)(CCCCCC)CCCCCC trihexyl-(tetradecyl)phosphine dicyanamide salt